N,N-dimethyl-L-valyl-L-valyl-L-N-methyl-L-valyl-L-prolyl-L-proline-t-butylamide C(C)(C)(C)NC([C@H]1N(CCC1)C([C@H]1N(CCC1)C([C@@H](N(C)C([C@@H](NC([C@@H](N(C)C)C(C)C)=O)C(C)C)=O)C(C)C)=O)=O)=O